FC=1C=C(C=CC1C=1N=C2SC3=C(N2C1)C=CC(=C3)C(NCCCN3CCC(CC3)F)=O)C3CCN(CC3)C(=O)OC(C)(C)C tert-butyl 4-(3-fluoro-4-(7-((3-(4-fluoropiperidin-1-yl)propyl)carbamoyl)benzo[d]imidazo[2,1-b]thiazol-2-yl)phenyl)piperidine-1-carboxylate